1-methyl-2-(2-methylbenzoyl)-1-thiomorpholine CS1C(CNCC1)C(C1=C(C=CC=C1)C)=O